COC=1C=CC=2N(C1)N=C(N2)C2=C1C=C(N=CC1=C(N=C2)NC([2H])([2H])[2H])NC(=O)C2CC2 N-(5-(6-methoxy-[1,2,4]triazolo[1,5-a]pyridin-2-yl)-8-((methyl-d3)amino)-2,7-naphthyridin-3-yl)cyclopropanecarboxamide